3-(pentafluorophenyl)propyltrimethoxysilane FC1=C(C(=C(C(=C1CCC[Si](OC)(OC)OC)F)F)F)F